ClC=1C=C2C(=NC1)NC=C2NC2=NC1=C(N2C)C=C(C=C1)OC1=CC=CC=C1 N-(5-Chloro-1H-pyrrolo[2,3-b]pyridin-3-yl)-1-methyl-6-phenoxy-1H-benzo[d]imidazol-2-amine